s-collidine CC1=CC(=NC(=C1)C)C